1-(tert-butoxycarbonyl)-5-((tert-butoxycarbonyl)(methyl)amino)piperidine-3-carboxylic acid C(C)(C)(C)OC(=O)N1CC(CC(C1)N(C)C(=O)OC(C)(C)C)C(=O)O